4-[6-(2-chloro-5-fluoro-phenyl)-4-cyano-3-hydroxy-pyridin-2-yl]-4-oxo-butyric acid ethyl ester C(C)OC(CCC(=O)C1=NC(=CC(=C1O)C#N)C1=C(C=CC(=C1)F)Cl)=O